ClC=1C=NC(=NC1)NC(CN1C(C2=CC=C(C(=C2C2(C(C2)(F)F)C1)F)C1CC1)=O)=O N-(5-chloropyrimidin-2-yl)-2-[6-cyclopropyl-1',1',5-trifluoro-1-oxospiro[3H-isoquinoline-4,2'-cyclopropane]-2-yl]acetamide